FC12C3(C4(C2(C2(C1(C3(C42F)F)F)F)F)F)C(=O)O 2,3,4,5,6,7,8-heptafluorocubane-1-carboxylic acid